N,N-dimethylacrylamine CN(C)C(=O)C=C